4-(3-chlorobenzyl)-3-(4-chlorophenyl)-1-isopropylpiperazine-2,5-dione ClC=1C=C(CN2C(C(N(CC2=O)C(C)C)=O)C2=CC=C(C=C2)Cl)C=CC1